CN1N=C(C(=C1)C=1N=CC(=NC1)NCC1CC12CCN(CC2)CC(C(C)(C)C)C)C 5-(1,3-dimethylpyrazol-4-yl)-N-[[6-(2,3,3-trimethylbutyl)-6-azaspiro[2.5]octan-2-yl]methyl]pyrazin-2-amine